(S)-2-(4-(6-(benzo[d]thiazol-2-ylmethoxy)pyridin-2-yl)-2,5-difluorobenzyl)-1-(oxetan-2-ylmethyl)-1H-benzo[d]imidazole-6-carboxylic acid S1C(=NC2=C1C=CC=C2)COC2=CC=CC(=N2)C2=CC(=C(CC1=NC3=C(N1C[C@H]1OCC1)C=C(C=C3)C(=O)O)C=C2F)F